C(C)C=1C=C2CC[C@H](N(C2=CC1)S(=O)(=O)C=1C=CC(=C(CO)C1)OCC1CCOCC1)CC(F)(F)F (S)-5-((6-ethyl-2-(2,2,2-trifluoroethyl)-3,4-dihydroquinolin-1(2H)-yl)sulfonyl)-2-((tetrahydro-2H-pyran-4-yl)methoxy)benzyl alcohol